1,4-butyleneglycol dipropyl ether C(CC)OCCCCOCCC